ethyl-butyl-ethyl-naphthalene C(C)C=1C(=C(C2=CC=CC=C2C1)CC)CCCC